((1R,3R)-3-((S)-1,2-dihydroxyethyl)-2,2-difluoro-1-methylcyclopropyl)methyl acetate C(C)(=O)OC[C@@]1(C([C@H]1[C@@H](CO)O)(F)F)C